6-chloro-7-fluoro-4-oxo-1-(pyrimidin-2-yl)quinoline-3-carboxylic acid ethyl ester C(C)OC(=O)C1=CN(C2=CC(=C(C=C2C1=O)Cl)F)C1=NC=CC=N1